FC=1C=C(C=CC1F)S(=O)(=O)N1[C@@H]([C@@H]2CC[C@H](C1)N2C(=O)OCCOC)C(=O)OCC 2-ethyl 8-(2-methoxyethyl) (1S,2S,5R)-3-((3,4-difluorophenyl)sulfonyl)-3,8-diazabicyclo[3.2.1]octane-2,8-dicarboxylate